NC1=NC=NN2C1=CC=C2[C@H]2[C@@H]([C@@H]([C@H](O2)CNS(=O)(=O)C2=CC1=C(S2)C=CC=C1)O)O N-(((2R,3S,4R,5S)-5-(4-aminopyrrolo[2,1-f][1,2,4]triazin-7-yl)-3,4-dihydroxytetrahydrofuran-2-yl)methyl)benzo[b]thiophene-2-sulfonamide